BrC1=CC(=NC=C1)OC1=NC=NC(=C1)Cl 4-((4-bromopyridin-2-yl)oxy)-6-chloropyrimidine